(R)-1-(2-chloro-5-(2-(2,5-difluorophenyl)pyrrolidin-1-yl)pyrazolo[1,5-a]pyrimidin-3-yl)-3-cyclopropylthiourea ClC1=NN2C(N=C(C=C2)N2[C@H](CCC2)C2=C(C=CC(=C2)F)F)=C1NC(=S)NC1CC1